5-methyl-6-(3-(2-(p-tolyloxy)ethoxy)-7,8-dihydro-1,6-naphthyridin-6(5H)-yl)nicotinonitrile CC=1C(=NC=C(C#N)C1)N1CC=2C=C(C=NC2CC1)OCCOC1=CC=C(C=C1)C